1-(4-{2-[1-(2-Ethoxy-ethyl)-3-methyl-1H-pyrazol-4-ylamino]-oxazol-5-yl}-phenyl)-imidazolidin-2-one C(C)OCCN1N=C(C(=C1)NC=1OC(=CN1)C1=CC=C(C=C1)N1C(NCC1)=O)C